3-(5-(((1R,2R)-2-(4-hydroxypiperidin-1-yl)cyclopentyl)oxy)-1-oxoisoindolin-2-yl)piperidine-2,6-dione OC1CCN(CC1)[C@H]1[C@@H](CCC1)OC=1C=C2CN(C(C2=CC1)=O)C1C(NC(CC1)=O)=O